[P].B(O)(O)O boric acid phosphorus